C(C)(C)(C)OC(=O)NC1(CC2=CC(=CC=C2CC1)OC1=C(C=CC=C1)C1=CC(=CC=C1)CC)C(=O)OC methyl 2-((tert-butoxycarbonyl) amino)-7-((3'-ethyl-[1,1'-biphenyl]-2-yl) oxy)-1,2,3,4-tetrahydronaphthalene-2-carboxylate